(+)-sodium hydrogen glutamate monohydrate O.N[C@@H](CCC(=O)[O-])C(=O)O.[Na+]